C(N)(=O)NC=1C=C(C=CC1)NC(C1=CC(=CC(=C1)C(F)(F)F)F)=O N-[3-(carbamoylamino)phenyl]-3-fluoro-5-(trifluoromethyl)benzamide